4-[4-chloro-6-(morpholin-4-yl)pyridin-2-yl]but-3-yn ClC1=CC(=NC(=C1)N1CCOCC1)C#CCC